N1CCC2(CCCCC12)C1=CC(=C(C=C1)O)OC 4-(1,2,3,4,5,6,7,7a-octahydroindoL-3a-yl)-2-methoxy-phenol